1-(2-amino-2-oxoethyl)-5-oxo-N-(5-(4-(trifluoromethyl)phenoxy)-2,3-dihydrobenzofuran-7-yl)pyrrolidine-2-carboxamide NC(CN1C(CCC1=O)C(=O)NC1=CC(=CC=2CCOC21)OC2=CC=C(C=C2)C(F)(F)F)=O